5-chloro-2-(2-methoxyethyl)-7-(6-methoxypyrimidin-4-yl)-2H-indazole ClC1=CC2=CN(N=C2C(=C1)C1=NC=NC(=C1)OC)CCOC